N-(4-fluorophenyl)-2-(3-{[2-(trifluoromethyl)pyrimidin-4-yl]amino}bicyclo[1.1.1]pentan-1-yl)propanamide FC1=CC=C(C=C1)NC(C(C)C12CC(C1)(C2)NC2=NC(=NC=C2)C(F)(F)F)=O